ClC=1C(=C(C=CC1)NC=1C(=NN2C1C(NCC2)=O)C2=C(C=NC=C2)C(F)F)OC 3-[(3-chloro-2-methoxyphenyl)amino]-2-[3-(difluoromethyl)pyridin-4-yl]-5H,6H,7H-pyrazolo[1,5-a]pyrazin-4-one